COC=1C=NC(=NC1)CN1N=CC(=C1)C1=CC2=C(C(=CO2)C2C(NC(CC2)=O)=O)C=C1 3-[6-[1-[(5-methoxypyrimidin-2-yl)methyl]pyrazol-4-yl]benzofuran-3-yl]piperidine-2,6-dione